[(5-bicyclo[2.2.1]hept-2-enyl)ethyl]trimethoxysilane C12C=CC(C(C1)CC[Si](OC)(OC)OC)C2